2-{1-[(2R)-Butan-2-yl]-1H-pyrazol-4-yl}-3-fluoro-5-[({1-[2-fluoro-4-(trifluoromethyl)phenyl]cyclopropyl}carbonyl)amino]benzoic acid C[C@H](CC)N1N=CC(=C1)C1=C(C(=O)O)C=C(C=C1F)NC(=O)C1(CC1)C1=C(C=C(C=C1)C(F)(F)F)F